7-Fluoro-3H-spiro[benzofuran-2,1'-cyclopropane]-6-carboxylic acid methyl ester COC(=O)C1=C(C2=C(CC3(CC3)O2)C=C1)F